[Ru](Cl)Cl.CC1=C(C(=CC(=C1)C)C)N1C(N(CC1)C1=C(C=C(C=C1C)C)C)=C1C(C(CCC1)P(C1CCCCC1)C1CCCCC1)=CC=C(C)C [1,3-bis(2,4,6-trimethylphenyl)-2-imidazolidinylidene](3-methyl-2-butenylidene)(tricyclohexylphosphine) ruthenium dichloride